C(CCCC)OC(CCC(C)C)=O isocaproic acid pentyl ester